1-(6-(5-iodopentyloxy)quinolin-3-yl)-2,4-dioxo-1,2,3,4-tetrahydropyrimidine-5-carbonitrile ICCCCCOC=1C=C2C=C(C=NC2=CC1)N1C(NC(C(=C1)C#N)=O)=O